(S)-1-(chloromethyl)-5-(((2S,3R,4S,5R,6R)-3,4,5-trihydroxy-6-(hydroxymethyl)tetrahydro-2H-pyran-2-yl)oxy)-1,2-dihydro-3H-benzol ClC[C@H]1CCCC(=C1)O[C@@H]1O[C@@H]([C@@H]([C@@H]([C@H]1O)O)O)CO